C12C=CC(C(C1)CN1CC3C(C1)C(CC3)NC=3N=NC(=CC3)C=3N(N=CC3C)C)C2 2-(5-bicyclo[2.2.1]hept-2-enylmethyl)-N-[6-(2,4-dimethylpyrazol-3-yl)pyridazin-3-yl]-3,3a,4,5,6,6a-hexahydro-1H-cyclopenta[c]pyrrol-4-amine